C(C)(C)(C)NS(=O)(=O)C1=NC(=CC=C1N[C@H](C)C1=CC(=CC=2C(C(=C(OC21)SCC)C)=O)C)Cl N-tert-butyl-6-chloro-3-[[(1R)-1-(2-ethylsulfanyl-3,6-dimethyl-4-oxo-benzopyran-8-yl)ethyl]amino]pyridine-2-sulfonamide